N1C=NC(=C1)COC1=C(C=CC=C1)C=1C(=NNC1)C#N 4-(2-((1H-imidazol-4-yl)methoxy)phenyl)-1H-pyrazole-3-carbonitrile